ClC1=C(C=CC=C1Cl)C=1C(=NC(=NC1C)N1CCC2(CC1)CC1=CC=CC=C1C2=O)C#N 5-(2,3-dichlorophenyl)-6-methyl-2-{3-oxo-1,3-dihydrospiro[indene-2,4'-piperidine]-1'-yl}pyrimidine-4-carbonitrile